1-chloro-4-(2-chloroethyl)benzene ClC1=CC=C(C=C1)CCCl